O1C(CCCC1)N1N=CC2=CC(=CC=C12)OC1(CC1)C(=O)OC methyl 1-((1-(tetrahydro-2H-pyran-2-yl)-1H-indazol-5-yl)oxy)cyclopropane-1-carboxylate